trans-aminocyclohexane ethyl-acetate C(C)OC(C)=O.NC1CCCCC1